NC1=CN(C=CC=C1)C(=O)C1=NN(C(=C1)C1=CC(=C(C#N)C=C1)F)C1=C(C=C(C=C1)C1CC1)Cl (R)-4-(3-(3-aminoazepine-1-carbonyl)-1-(2-chloro-4-cyclopropylphenyl)-1H-pyrazol-5-yl)-2-fluorobenzonitrile